C(C1=CC=CC=C1)OC1=C(C=C(C=C1)CCCN(CCCC1=CC=CC=C1)C)F 3-(4-(benzyloxy)-3-fluorophenyl)-N-methyl-N-(3-phenylpropyl)propan-1-amine